5-tetrahydrofuranic acid O1CCCC1C(=O)O